N1(CCNCC1)C1=C(C=CC=C1)N1CCOCC1 4-(2-(piperazin-1-yl)phenyl)morpholine